(5-(6-chloro-4-((2,5-dimethyl-4,5-dihydro-[1,2,4]triazolo[1,5-a]quinoxalin-6-yl)amino)pyridin-3-yl)-1,3,4-oxadiazol-2-yl)methanol ClC1=CC(=C(C=N1)C1=NN=C(O1)CO)NC1=C2N(CC=3N(C2=CC=C1)N=C(N3)C)C